5-(3-(difluoromethoxy)phenyl)-N-(3-(3,3,3-trifluoro-2-hydroxy-2-methylpropyl)-1,2,4-thiadiazol-5-yl)thiophene-3-carboxamide FC(OC=1C=C(C=CC1)C1=CC(=CS1)C(=O)NC1=NC(=NS1)CC(C(F)(F)F)(C)O)F